The molecule is a N-acylsphingosine in which the ceramide N-acyl group is specified as octadecanoyl (stearoyl). It has a role as a mouse metabolite. It is a N-acylsphingosine and a N-stearoyl-sphingoid base. It derives from an octadecanoic acid. CCCCCCCCCCCCCCCCCC(=O)N[C@@H](CO)[C@@H](/C=C/CCCCCCCCCCCCC)O